CC(C(C)(C)OO)(CC)C Tetra-methylbutylhydroperoxid